COC(C1=CC(=CC=C1)C=1C=2N(C=CC1)C(=C(N2)C(NCCC)=O)N)=O 3-(3-amino-2-(propylcarbamoyl)imidazo[1,2-a]pyridin-8-yl)benzoic acid methyl ester